Formic acid, dodecyl ester C(=O)OCCCCCCCCCCCC